2-[6-(azetidin-3-yl)-3-methylimidazo[1,5-a]pyridin-8-yl]-N-(2,2-difluoroethyl)-5-fluoro-N-(isopropyl)benzamide N1CC(C1)C=1C=C(C=2N(C1)C(=NC2)C)C2=C(C(=O)N(C(C)C)CC(F)F)C=C(C=C2)F